FC1=C(C(=CC=C1)F)C1CCC2=NN(C(N21)=O)C21CC(C2)(C1)F 5-(2,6-difluorophenyl)-2-(3-fluorobicyclo[1.1.1]pentan-1-yl)-2,5,6,7-tetrahydro-3H-pyrrolo[2,1-c][1,2,4]triazol-3-one